2-(methylamino)-N-(2-(4'-(trifluoromethoxy)-[1,1'-biphenyl]-4-yl)ethyl)hexanamide CNC(C(=O)NCCC1=CC=C(C=C1)C1=CC=C(C=C1)OC(F)(F)F)CCCC